C1(CC1)C1=CC(=C(C(=C1)C)N1N=C2N=C(NC(C2=C1)=O)COC(F)(F)F)C 2-(4-cyclopropyl-2,6-dimethylphenyl)-6-[(trifluoromethoxy)methyl]-2,5-dihydro-4H-pyrazolo[3,4-d]pyrimidin-4-one